tert-butyl-(S)-6-(5-chloro-3-oxo-3,4-dihydrospiro[benzo[b][1,4]oxazine-2,1'-cyclopropan]-7-yl)-3-methyl-3,4-dihydropyridine-1(2H)-carboxylate C(C)(C)(C)OC(=O)N1C[C@H](CC=C1C=1C=C(C2=C(OC3(CC3)C(N2)=O)C1)Cl)C